BrCC1=C2C(=CC=NC2=C(C(=C1)[N+](=O)[O-])OC)C(F)(F)F 5-(bromomethyl)-8-methoxy-7-nitro-4-(trifluoromethyl)quinoline